(2RS)-4,4-Difluoro-N-{4-[5-fluoro-3-(5-fluoropyridin-2-yl)-1H-pyrrolo[3,2-b]pyridin-2-yl]pyridin-2-yl}-2-(4-fluorophenyl)butanamid FC(C[C@@H](C(=O)NC1=NC=CC(=C1)C1=C(C2=NC(=CC=C2N1)F)C1=NC=C(C=C1)F)C1=CC=C(C=C1)F)F |r|